3-(4-((3-(2,6-dioxopiperidin-3-yl)-1-methyl-1H-indazol-7-yl)oxy)piperidine-1-carbonyl)-5-methylbenzonitrile O=C1NC(CCC1C1=NN(C2=C(C=CC=C12)OC1CCN(CC1)C(=O)C=1C=C(C#N)C=C(C1)C)C)=O